CC1=C(C2=CC=CC=C2C=C1)NC(C(=O)NCC1=CC=CC=C1)=O N1-(2-methyl-1-naphthyl)-N2-(phenylmethyl)-oxalamide